C(C)(C)(C)OCC(/C(/C(=O)OCC)=C/N(C)C)=O (Z)-ethyl 4-(tert-butoxy)-2-((dimethylamino) methylene)-3-oxobutanoate